7-(4-(t-butoxycarbonyl)piperazin-1-yl)-3-(4-(methoxycarbonyl)phenyl)isochroman C(C)(C)(C)OC(=O)N1CCN(CC1)C1=CC=C2CC(OCC2=C1)C1=CC=C(C=C1)C(=O)OC